acryloylamino-2-hydroxypropyltrimethylammonium chloride [Cl-].C(C=C)(=O)NC[N+](C)(C)CC(C)O